1-(4-fluorophenyl)-3,4-dihydroisoquinoline-2(1H)-carboxamide hydrochloride Cl.FC1=CC=C(C=C1)C1N(CCC2=CC=CC=C12)C(=O)N